(1S,2R)-N-(8-(ethylamino)-5-(6-morpholino-[1,2,4]triazolo[1,5-a]pyridin-2-yl)-2,7-naphthyridin-3-yl)-2-methylcyclopropane-1-carboxamide C(C)NC=1N=CC(=C2C=C(N=CC12)NC(=O)[C@@H]1[C@@H](C1)C)C1=NN2C(C=CC(=C2)N2CCOCC2)=N1